C1N(C[C@@H]2[C@H]1CNC2)C=2N=CC(=NC2)C=2C=1N(C=C(C2)OCC(C)(C)O)N=CC1C#N 4-(5-((3aR,6aS)-hexahydropyrrolo[3,4-c]pyrrol-2(1H)-yl)pyrazin-2-yl)-6-(2-hydroxy-2-methylpropoxy)pyrazolo[1,5-a]pyridine-3-carbonitrile